N-((2-(6-((cis)-2,6-dimethylmorpholino)pyridin-2-yl)-1,6-naphthyridin-7-yl)methyl)-2-fluoro-4-methyl-5-(methylsulfonyl)benzamide C[C@@H]1O[C@@H](CN(C1)C1=CC=CC(=N1)C1=NC2=CC(=NC=C2C=C1)CNC(C1=C(C=C(C(=C1)S(=O)(=O)C)C)F)=O)C